COC(C1=CC(=NC=C1N)N1CC(N(CC1)C)C)=O 5-amino-2-(3,4-dimethylpiperazin-1-yl)isonicotinic acid methyl ester